(2S)-2-AMINO-4-FLUORO-BUTANOIC ACID N[C@H](C(=O)O)CCF